(S)-2-((1R,3S)-3-(3,4-difluorophenoxy)cyclobutyl)-5-(pyrazin-2-yl)-2,5,6,7-tetrahydro-3H-pyrrolo[2,1-c][1,2,4]triazol-3-one FC=1C=C(OC2CC(C2)N2N=C3N(C2=O)[C@@H](CC3)C3=NC=CN=C3)C=CC1F